N4-hydroxy-1,1-dimethyl-N2-(6-(trifluoromethyl)pyridin-3-yl)isoindoline-2,4-dicarboxamide ONC(=O)C=1C=2CN(C(C2C=CC1)(C)C)C(=O)NC=1C=NC(=CC1)C(F)(F)F